NC=1C=NC=C(C1S)Br 3-amino-5-bromo-pyridine-4-thiol